O1COC2=C1C=CC(=C2)COC2=CC=CC(=N2)C=2CCN(CC2)CC2=NC1=C(N2C[C@H]2OCC2)C=C(C=C1)C(=O)OC methyl (S)-2-((6-(benzo[d][1,3]dioxolan-5-ylmethoxy)-3',6'-dihydro-[2,4'-bipyridinyl]-1'(2'H)-yl) methyl)-1-(oxetan-2-ylmethyl)-1H-benzo[d]imidazole-6-carboxylate